C(C1=CC=CC=C1)OC1=CC=C(C=C1)C1=NC(=C2N=CNC2=N1)N (4-(benzyloxy)phenyl)-9H-purin-6-amine